2-chloro-4-fluoro-5-nitro-trichloromethyl-benzene tert-butyl-3-(4-((6-amino-4-methylpyridin-2-yl)amino)butyl)piperidine-1-carboxylate C(C)(C)(C)OC(=O)N1CC(CCC1)CCCCNC1=NC(=CC(=C1)C)N.ClC1=C(C=C(C(=C1)F)[N+](=O)[O-])C(Cl)(Cl)Cl